FC1=C(C=CC=C1)C1=NOC(=N1)[C@H]1[C@@H](C1)C1=CC=C(C=C1)S(=O)(=O)N 4-{(1R,2R)-2-[3-(2-fluorophenyl)-1,2,4-oxadiazol-5-yl]cyclopropyl}benzenesulfonamide